ClC=1C=CC(=NC1)C1(C=C(C(C(C1)(C)C)=O)C#N)OC 3-(5-chloropyridin-2-yl)-3-methoxy-5,5-dimethyl-6-oxocyclohex-1-enecarbonitrile